N=1C=NN2C1C=CC(=C2)C=2C=C(N1N=C(N=C(C12)OC)NC1CCN(CC1)C(C)=O)[2H] 1-(4-((5-([1,2,4]triazolo[1,5-a]pyridin-6-yl)-4-methoxypyrrolo[2,1-f][1,2,4]triazin-2-yl-7-d)amino)piperidin-1-yl)ethan-1-one